C(C)N(C(C=C)=O)C(C)C N-ethyl-N-isopropylacrylamide